3,5-dichloro-4-((2-cyclopropylquinolin-6-yl)oxy)aniline ClC=1C=C(N)C=C(C1OC=1C=C2C=CC(=NC2=CC1)C1CC1)Cl